FC1=C(C=CC(=C1)CN1CC2CNCC2C1)C1=CC=C2C(=CC=NC2=C1)N1CSC2=C1C=CC=C2 N-(7-(2-fluoro-4-((hexahydropyrrolo[3,4-c]pyrrol-2(1H)-yl)methyl)phenyl)quinolin-4-yl)benzo[d]thiazol